FC=1C=C(C=C(C1)C1=CC(=CC=C1)OC(F)(F)F)[C@H](CC(=O)OCC)NC(=O)NC=1C(N(C(=CC1O)C)C)=O Ethyl (S)-3-(5-Fluoro-3'-(trifluoromethoxy)biphenyl-3-yl)-3-(3-(4-hydroxy-1,6-dimethyl-2-oxo-1,2-dihydropyridin-3-yl)ureido)propanoat